N-((1R,2R,4S)-7-cyano-7-azabicyclo[2.2.1]heptan-2-yl)-1-methyl-3-phenyl-1H-indazole-6-carboxamide C(#N)N1[C@H]2[C@@H](C[C@@H]1CC2)NC(=O)C2=CC=C1C(=NN(C1=C2)C)C2=CC=CC=C2